Cl.C1(=CC=CC=C1)C=1C(=CC=2N(N1)C=CN2)[C@H](C)N (S)-1-(6-phenylimidazo[1,2-b]pyridazin-7-yl)ethylamine hydrochloride